N[C@H](C1=CC=CC=C1)C(=O)[O-].[Na+] |r| sodium rac-phenylglycinate